COC(=O)C1(CC2=CC=C(C=C2C1)N)C(C)C 5-amino-2-isopropyl-2,3-dihydro-1H-indene-2-carboxylic acid methyl ester